2-[7-bromo-4-(2,2-difluoroethyl)-1-oxophthalazin-2-yl]-N-pyrimidin-2-ylacetamide BrC1=CC=C2C(=NN(C(C2=C1)=O)CC(=O)NC1=NC=CC=N1)CC(F)F